C(CCCCCCCCC)NC(CCCCC=C)CCCCCCCCC Decyl-(hexadec-1-en-7-yl)amine